7-chloro-3-methyl-2'-(hydroxymethyl)-3,4-dihydrospiro[benzo[d][1,2]thiazine-1,1'-cyclopropane]-2,2-dioxide ClC1=CC2=C(CN(S(C23C(C3)CO)(=O)=O)C)C=C1